phenyl (4-(4-amino-1-cyclopropyl-1H-pyrazolo[3,4-d]pyrimidin-3-yl)-2-fluorophenyl)carbamate NC1=C2C(=NC=N1)N(N=C2C2=CC(=C(C=C2)NC(OC2=CC=CC=C2)=O)F)C2CC2